CC(C)(C)[S@](=O)N S-tert-butylsulfinamide